2-(4-(hydroxymethyl)-2-nitrophenoxy)-6-(methoxycarbonyl)tetrahydro-2H-pyran-3,4,5-triyl triacetate C(C)(=O)OC1C(OC(C(C1OC(C)=O)OC(C)=O)C(=O)OC)OC1=C(C=C(C=C1)CO)[N+](=O)[O-]